(1S,6R)-6-amino-2,2-difluorocyclohexanol N[C@@H]1CCCC([C@H]1O)(F)F